C(C)(C)(C)OC(=O)N(CCOC)CC1=CC(=C(C(=O)OC)C=C1)OC methyl 4-(((tert-butoxycarbonyl)(2-methoxyethyl)amino)methyl)-2-methoxybenzoate